6-(2,4-dichlorophenyl)-N-ethyl-8,9-dihydroimidazo[1',2':1,6]pyrido[2,3-d]pyrimidin-2-amine ClC1=C(C=CC(=C1)Cl)C1=CC2=C(N=C(N=C2)NCC)N2C1=NCC2